N-[7-chloro-6-[4-(4-fluoro-3-methyl-tetrahydrofuran-3-yl)piperazin-1-yl]-3-isoquinolyl]-5-ethoxy-spiro[2.3]hexane-2-carboxamide ClC1=C(C=C2C=C(N=CC2=C1)NC(=O)C1CC12CC(C2)OCC)N2CCN(CC2)C2(COCC2F)C